O.C1(=CC=CC=C1)OB(O)O phenyl-boric acid hydrate